CC1=CC=C(C=C1)CN1C(CCC1=O)CC(=O)N 2-[1-[(4-methylphenyl)methyl]-5-oxopyrrolidin-2-yl]acetamid